4-(chloromethyl)-2-(4-((4-ethylpiperazin-1-yl)methyl)phenyl)thiazole ClCC=1N=C(SC1)C1=CC=C(C=C1)CN1CCN(CC1)CC